tert-butyl (4-(((1-(4-(2,6-dioxopiperidin-3-yl)phenyl)piperidin-4-yl)methyl) (methyl)amino)cyclohexyl)carbamate O=C1NC(CCC1C1=CC=C(C=C1)N1CCC(CC1)CN(C1CCC(CC1)NC(OC(C)(C)C)=O)C)=O